ClC=1C=C(C=CC1C#N)N1CC2(C[C@@H]1C)CCN(CC2)C2=CC=C(C(=O)N1CCC(CC1)CN1CCN(CC1)C1=CC=C(C(=O)N[C@H]3C(NC(CC3)=O)=O)C=C1)C=C2 4-(4-((1-(4-((S)-2-(3-Chloro-4-cyanophenyl)-3-methyl-2,8-diazaspiro[4.5]decan-8-yl)benzoyl)piperidin-4-yl)meth-yl)piperazin-1-yl)-N-((R)-2,6-dioxopiperidin-3-yl)benzamide